C(C)SC(=S)SC(C(=O)OCCN1C(C(CC1=O)SCCC(=O)N([C@@H](C)C(=O)[O-])C)=O)C N-(3-((1-(2-((2-(((ethylthio)carbonothioyl)thio)propanoyl)oxy)ethyl)-2,5-dioxopyrrolidin-3-yl)thio)propanoyl)-N-methylalaninate